4-((1-(4-(10-Hydroxy-3-phenyl-5H-imidazo[1,2-c]pyrido[3,2-e][1,3]oxazin-2-yl)benzyl)piperidin-4-yl)amino)pyrimidine-2-carbonitrile OC1=CC=NC2=C1C=1N(CO2)C(=C(N1)C1=CC=C(CN2CCC(CC2)NC2=NC(=NC=C2)C#N)C=C1)C1=CC=CC=C1